C(#N)C1=NC=CC(=C1)C#N 2,4-dicyanopyridine